FC=1C=C2C(=CNC2=CC1F)N 5,6-difluoro-1H-indol-3-amine